NC(COC1=CC(=C2CC(CC2=C1)CNCCC1CN(C(O1)=O)C=1C=CC=2OCC(NC2N1)=O)F)COC 6-[5-[2-[[6-(2-amino-3-methoxypropoxy)-4-fluoro-2,3-dihydro-1H-inden-2-yl]methylamino]ethyl]-2-oxo-1,3-oxazolidin-3-yl]-4H-pyrido[3,2-b][1,4]oxazin-3-one